5-chloro-3-iodo-2-((1S,6S)-6-(methylamino)cyclohex-3-en-1-yl)-N-(thiophen-2-ylmethyl)thieno[3,2-b]pyridin-7-amine formate C(=O)O.ClC1=CC(=C2C(=N1)C(=C(S2)[C@H]2CC=CC[C@@H]2NC)I)NCC=2SC=CC2